3-(1,1-dimethylbutyl)-6,6,9-trimethyl-6a,7,10,10a-tetrahydro-6H-benzo[c]chromene CC(CCC)(C)C1=CC=C2C3C(C(OC2=C1)(C)C)CC=C(C3)C